C(C)(C)(C)OC(=O)N1C[C@H]2C([C@@H](C1)C2)C(NC(C)(C)C2=NC=C1N2C=CC=C1Cl)=O.OC[C@@H]1CCC(N1)=O (5S)-5-(hydroxymethyl)pyrrolidin-2-one tert-butyl-(1R,5S,6s)-6-((2-(8-chloroimidazo[1,5-a]pyridin-3-yl)propan-2-yl)carbamoyl)-3-azabicyclo[3.1.1]heptane-3-carboxylate